SNC1=CC=CC=C1 sulfhydryl-aniline